N-(diphenylmethylene)-5-fluoro-1-(m-tolyl)-1H-indazole-6-amine C1(=CC=CC=C1)C(=NC1=C(C=C2C=NN(C2=C1)C=1C=C(C=CC1)C)F)C1=CC=CC=C1